CS(=O)(=O)OCC1(CC1)COS(=O)(=O)C [1-(methylsulfonyloxymethyl)cyclopropyl]methyl methanesulfonate